ethyl 2-(3-(hydroxymethyl)phenyl)-2-methylpropanoate OCC=1C=C(C=CC1)C(C(=O)OCC)(C)C